2-oxoethyl-4-ethylpiperazine O=CCN1CCN(CC1)CC